2-hydroxy-2-(thiophen-3-yl)acetamide OC(C(=O)N)C1=CSC=C1